ClC1=NC=C2N(C(N(C2=N1)C12CC(C1)(C2)CO)=O)C 2-chloro-9-(3-(hydroxymethyl)bicyclo[1.1.1]pentan-1-yl)-7-methyl-7,9-dihydro-8H-purin-8-one